4-methoxy-N-[[1-(4,4,4-trifluorobutanoyl)-4-piperidylidene]amino]benzenesulfonamide COC1=CC=C(C=C1)S(=O)(=O)NN=C1CCN(CC1)C(CCC(F)(F)F)=O